C(C=CCCCCCCCCCCCCCCC)(=O)C1=C(C(=O)N)C=CC(=C1OC)O 9-Z-octadecenoyl-vanillamide